ClC1=CC(=NC(=N1)C)N(C)CC=1N=C2N(C=C(C=C2S(=O)(=O)C)C2CC2)C1 6-chloro-N-((6-cyclopropyl-8-(methylsulfonyl)imidazo[1,2-a]pyridin-2-yl)methyl)-N,2-dimethylpyrimidin-4-amine